NC=1C2=C(N=CN1)C(=CS2)C(=O)NC2=C1C=CN=C(C1=CC=C2C)C(C2=CN=C(C=C2)N(C)C)=O 4-amino-N-(1-(6-(dimethylamino)nicotinoyl)-6-methylisoquinolin-5-yl)thieno[3,2-d]pyrimidine-7-carboxamide